8-((6-chloropyridin-3-yl)methyl)-3-(4-methylpentan-2-yl)pyrido[2,3-d]pyrimidine-2,4(3H,8H)-dione ClC1=CC=C(C=N1)CN1C=CC=C2C1=NC(N(C2=O)C(C)CC(C)C)=O